C(C)(C)(C)C=1N(C(=NN1)C(=O)NC1CCCCC2=C1C=CC(=C2)C2=NC(=NC=C2)NC=2C=NN(C2)C)C 5-(tert-butyl)-4-methyl-N-(2-(2-((1-methyl-1H-pyrazol-4-yl)amino)pyrimidin-4-yl)-6,7,8,9-tetrahydro-5H-benzo[7]annulen-5-yl)-4H-1,2,4-triazole-3-carboxamide